2-methoxy-N-(3-methyl-4-(piperazin-1-yl)phenyl)-4-(1,2,3,6-tetrahydropyridin-4-yl)benzamide bistrifluoroacetic acid salt FC(C(=O)O)(F)F.FC(C(=O)O)(F)F.COC1=C(C(=O)NC2=CC(=C(C=C2)N2CCNCC2)C)C=CC(=C1)C=1CCNCC1